(R)-6-(5-(((2-(7-Fluoro-1-methyl-2-oxo-1,2-dihydroquinolin-8-yl)ethyl)amino)methyl)-2-oxooxazolidin-3-yl)-2H-pyrazino[2,3-b][1,4]oxazin-3(4H)-one FC1=CC=C2C=CC(N(C2=C1CCNC[C@@H]1CN(C(O1)=O)C1=NC2=C(OCC(N2)=O)N=C1)C)=O